2-(cyclohexyl-(phenyl)methyl)malononitrile C1(CCCCC1)C(C(C#N)C#N)C1=CC=CC=C1